NCCOCCOCCOCCOCCOCCOCCOCCOCCN1CCC(CC1)CN1C(=NC=2C1=C1C(=NC2N)C=C(S1)C1CCN(CC1)C)CCCC 1-{[1-(26-amino-3,6,9,12,15,18,21,24-octaoxahexacosan-1-yl)hexahydropyridin-4-yl]methyl}-2-butyl-7-(1-methylhexahydropyridin-4-yl)thieno[3,2-b]imidazo[4,5-d]pyridine-4-amine